benzyl 4-(3-((1-(tert-butoxycarbonyl)azetidin-3-yl)oxy)phenyl)piperazine-1-carboxylate C(C)(C)(C)OC(=O)N1CC(C1)OC=1C=C(C=CC1)N1CCN(CC1)C(=O)OCC1=CC=CC=C1